NC1=C(C=C(C=N1)OC1=C(C(=O)O)C=CC=C1)Br 2-((6-amino-5-bromopyridin-3-yl)oxy)benzoic acid